ClC=1C(=C(C(=CC1)OC(F)F)C1=CN=C(C(=N1)C(=O)O)C)F 6-(3-chloro-6-(difluoromethoxy)-2-fluorophenyl)-3-methylpyrazin-2-carboxylic acid